C(CC(=O)[O-])C[C@@](CC(=O)[O-])(C(=O)[O-])O The molecule is a tricarboxylic acid trianion obtained by deprotonation of the three carboxy groups of (R)-dihomocitric acid; major structure at pH 7.3. It is a conjugate base of a (2R)-dihomocitric acid.